FC(C=1C=C(C=C(C1)C(F)(F)F)C1=NN(C=N1)\C=C/C(=O)NN1C(C(CC1)C)=O)(F)F (Z)-3-(3-(3,5-bis(trifluoromethyl)phenyl)-1H-1,2,4-triazol-1-yl)-N-(3-methyl-2-oxopyrrolidin-1-yl)acrylamide